C(CCCCCCCCC)(=O)OC1=C2C(=CNC2=CC=C1)CCN(C(C)C)C(C)C 3-(2-(diisopropyl-amino)ethyl)-1H-indol-4-yl decanoate